Methyl 5-((tert-butoxycarbonyl)amino)-1,3,3-trimethyl-2-oxoindoline-6-carboxylate C(C)(C)(C)OC(=O)NC=1C=C2C(C(N(C2=CC1C(=O)OC)C)=O)(C)C